C(C)C1=C(C=CC(=C1)N1CCN(CCC1)C)NC1=NC=C(C(=N1)C1=CC=2S(CCOCC2S1)(=O)=O)C(F)(F)F 7-(2-((2-ethyl-4-(4-methyl-1,4-diazepan-1-yl)phenyl)amino)-5-(trifluoromethyl)pyrimidin-4-yl)-2,3-dihydro-5H-thieno[3,2-e][1,4]oxathiepine 1,1-dioxide